C1(=CC=CC=C1)NC=1C=C2C=CC(=CC2=CC1)S(=O)(=O)O 6-(phenylamino)naphthalene-2-sulfonic acid